((1R,5S,6S)-3-(8,8-difluoro-2-((R)-2-methylpiperidin-1-yl)-5,6,7,8-tetrahydroquinazolin-4-yl)-3-azabicyclo[3.1.0]hex-6-yl)acetic acid FC1(CCCC=2C(=NC(=NC12)N1[C@@H](CCCC1)C)N1C[C@@H]2C([C@@H]2C1)CC(=O)O)F